N-cyclohexylthieno[3,2-d]pyrimidin-4-amine C1(CCCCC1)NC=1C2=C(N=CN1)C=CS2